7-ethynyl-2-(4-ethynylphenyl)imidazo[1,2-a]pyridin C(#C)C1=CC=2N(C=C1)C=C(N2)C2=CC=C(C=C2)C#C